S(OC1=CC=C(C=C1)COC1=CC(=CC=C1)N)(=O)(=O)F 4-((3-aminophenoxy)methyl)phenyl sulfurofluoridate